methyl 6-(6-(1-(tert-butyl)-3-(4-chloro-3-fluorophenyl)-1H-pyrrolo[2,3-b]pyridine-6-carbonyl)-3,6-diazabicyclo[3.2.0]heptan-3-yl)-2,4-dimethylnicotinate C(C)(C)(C)N1C=C(C=2C1=NC(=CC2)C(=O)N2C1CN(CC1C2)C2=NC(=C(C(=O)OC)C(=C2)C)C)C2=CC(=C(C=C2)Cl)F